C1NCCCC2C1C=1C=CC=CC1CO2 1,2,3,4,5,5a,7,11b-Octahydroisochromeno[4,3-c]azepine